tert-butyl (2-(2-(((2-fluoropyridin-3-yl)methyl) ((1-(phenylsulfonyl)-1H-indol-3-yl)methyl)amino)ethoxy)ethyl)carbamate FC1=NC=CC=C1CN(CCOCCNC(OC(C)(C)C)=O)CC1=CN(C2=CC=CC=C12)S(=O)(=O)C1=CC=CC=C1